NC=1CCC=C2C(C3=CC=CC=C3C(C12)=O)=O amino-2,3-dihydroanthraquinone